FC1=CC=C(C=C1)\C=C\C(C)OC (E)-1-fluoro-4-(3-Methoxybut-1-en-1-yl)benzene